[K].C(C)(C)(C)C1=C(C(=CC=C1C)C(C)(C)C)O 2,6-di-tert-butyl-3-methylphenol, potassium salt